FC1=CC(=C(C=C1F)NC1=NC(=NC=N1)NC=1C(=CC(=C(C1)NC(C=C)=O)N1[C@@H](CCC1)CN(C)C)OC)C(C)(CC)O N-(5-(4-(4,5-difluoro-2-(2-hydroxybutan-2-yl)phenyl-amino)-1,3,5-triazin-2-ylamino)-2-((S)-2-((dimethylamino)methyl)pyrrolidin-1-yl)-4-methoxyphenyl)acrylamide